(6-(3-methyl-1H-pyrrolo[2,3-b]pyridin-5-yl)-8-((S)-pyrrol-2-yl)-3,4-dihydroisoquinolin-2(1H)-yl)((S)-3-methylmorpholine) CC1=CNC2=NC=C(C=C21)C=2C=C1CCN(CC1=C(C2)C=2NC=CC2)N2[C@H](COCC2)C